FC(CC(C(=O)NC1=NC=CC(=C1)C1=C(C=2C(N(C3(CC2N1)CCC3)C)=O)C3=CC=CC=C3)C3=CC=C(C=C3)F)F 4,4-Difluoro-2-(4-fluorophenyl)-N-[4-(5'-methyl-4'-oxo-3'-phenyl-1',4',5',7'-tetrahydrospiro[cyclobutan-1,6'-pyrrolo[3,2-c]pyridin]-2'-yl)pyridin-2-yl]butanamid